N-(3-(3-(2,6-dioxo-piperidin-3-yl)furo[2,3-c]pyridin-5-yl)prop-2-yn-1-yl)-5-(8-(7-isopropyl-1,3-dimethyl-2-oxo-2,3-dihydro-1H-benzo[d]imidazol-5-yl)isoquinolin-3-yl)picolinamide O=C1NC(CCC1C1=COC2=CN=C(C=C21)C#CCNC(C2=NC=C(C=C2)C=2N=CC1=C(C=CC=C1C2)C2=CC1=C(N(C(N1C)=O)C)C(=C2)C(C)C)=O)=O